COC1=C(C=2C(C=C(OC2C=C1O)C1=CC(O)=C(O)C=C1)=O)O 6-Methoxyluteolin